ethylene glycol dicitronellate C(CC(C)CCC=C(C)C)(=O)OCCOC(CC(C)CCC=C(C)C)=O